3-(2-methoxy-phenyl)-glutaric acid COC1=C(C=CC=C1)C(CC(=O)O)CC(=O)O